[(benzyloxy)carbonyl]amino-24-oxo-2,5,8,11,14,17,20-heptaoxa-23-azaheptacosan-27-oate C(C1=CC=CC=C1)OC(=O)NCOCCOCCOCCOCCOCCOCCOCCNC(CCC(=O)[O-])=O